pyrazolo[3,4-d]pyrimidine-4-amine N1N=CC=2C1=NC=NC2N